(3-chloro-4-(trifluoromethoxy)phenyl)(5-(trifluoromethoxy)pyridin-2-yl)methanone ClC=1C=C(C=CC1OC(F)(F)F)C(=O)C1=NC=C(C=C1)OC(F)(F)F